1-methyl-1-propyl-piperidinium bromide salt [Br-].C[N+]1(CCCCC1)CCC